COC(=O)C1=NC=CC(C1)=O 4-oxo-pyridine-2-carboxylic acid methyl ester